2-(Tetrahydro-2H-pyran-2-yl)-2H-1,2,3-triazole-4-carbaldehyde O1C(CCCC1)N1N=CC(=N1)C=O